1,2-dimethyladamantane CC12C(C3CC(CC(C1)C3)C2)C